CN1N=CC2=CC=C(C=C12)C1=CC(=NN1)C(=O)OCC Ethyl 5-(1-methyl-1H-indazol-6-yl)-1H-pyrazole-3-carboxylate